FC(COC=1N=CC(=NC1)N)F 5-(2,2-difluoroethoxy)pyrazin-2-amine